FC(C1=CC=C(C=C1)[C@@H](CC)NC(=O)C=1C=C(N2C1COCC2)C(=O)N2[C@H](CCC2)C)(F)F 6-((S)-2-methyl-pyrrolidine-1-carbonyl)-3,4-dihydro-1H-pyrrolo[2,1-c][1,4]oxazine-8-carboxylic acid [(R)-1-(4-trifluoromethyl-phenyl)-propyl]-amide